CS(=O)(=O)C1=C(C=CC=C1)CNC(=O)C=1C=C(C=NC1OC)C1=CC=C2C(=NNC2=C1)C(=O)NC 6-(5-{[(2-methylsulfonylphenyl)methyl]carbamoyl}-6-methoxypyridin-3-yl)-N-methyl-1H-indazole-3-carboxamide